2-chloropyrimidine-4,6-d2 ClC1=NC(=CC(=N1)[2H])[2H]